CC=1OC2=C(N1)C=CC(=C2)C(=O)OC methyl 2-methyl-1,3-benzoxazole-6-carboxylate